[Cl-].C(C)(C)(C)[N+]1=C(N(C=C1)C)\N=N\N(C1=CC=CC=C1)C(=O)OCCSS(=O)(=O)C (E)-3-(tert-Butyl)-1-methyl-2-(3-((2-((methylsulfonyl)thio)ethoxy)carbonyl)-3-phenyl-triaz-1-en-1-yl)-1H-imidazol-3-ium chloride